OC=1C=C(C=CC1O)/C=C/C(=O)C1=CC=C(C=C1)NC(=O)C=1SC=CC1 N-[4-[(E)-3-(3,4-Dihydroxyphenyl)prop-2-enoyl]phenyl]thiophene-2-carboxamide